COC([C@@H](N)CCCCNC(=O)OC(C)(C)C)=O Nε-Boc-lysine methyl ester